1H-PYRROLO[2,3-C]PYRIDINE-3-YLBORONIC ACID N1C=C(C=2C1=CN=CC2)B(O)O